2-bromo-1-(2-methoxymethoxy-5-propyl-phenyl)-1-phenyl-ethylene BrC=C(C1=CC=CC=C1)C1=C(C=CC(=C1)CCC)OCOC